[C@H]12[C@H](N(C[C@@H]2C1)C(=O)OC(C)(C)C)C(=O)OC 3-(tert-butyl) 2-methyl (1S,2S,5R)-3-azabicyclo[3.1.0]hexane-2,3-dicarboxylate